5-(1-(3,5-dichloropyridin-4-yl)ethoxy)-1H-indazole ClC=1C=NC=C(C1C(C)OC=1C=C2C=NNC2=CC1)Cl